2-(3-(1-methyl-1H-indol-6-yl)ureido)-3-phenylpropanamide CN1C=CC2=CC=C(C=C12)NC(NC(C(=O)N)CC1=CC=CC=C1)=O